4-(8-((benzyloxy) carbonyl)-3,8-diazabicyclo[3.2.1]octan-3-yl)-2-chloro-8-oxo-5,8-dihydropyrido[3,4-d]pyrimidine-7(6H)-carboxylate C(C1=CC=CC=C1)OC(=O)N1C2CN(CC1CC2)C=2C1=C(N=C(N2)Cl)C(N(CC1)C(=O)[O-])=O